2-Benzyl 1-(tert-butyl) (S)-4-((trimethylsilyl)oxy)-2,5-dihydro-1H-pyrrole-1,2-dicarboxylate C[Si](OC1=C[C@H](N(C1)C(=O)OC(C)(C)C)C(=O)OCC1=CC=CC=C1)(C)C